1-(2-{4H,5H,6H-pyrrolo[1,2-c][1,2,3]triazol-6-yl}acetyl)pyrrolidin-2-one N1=NC=C2N1C(CC2)CC(=O)N2C(CCC2)=O